tert-butyl 4-(6-chloroimidazo[1,2-a]pyrazin-3-yl)piperazinecarboxylate ClC=1N=CC=2N(C1)C(=CN2)N2CCN(CC2)C(=O)OC(C)(C)C